benzyl (((1S,6R,7R)-7-(2-fluorophenyl)-3-(5-(quinolin-4-yl)-5H-pyrrolo[2,3-b]pyrazin-2-yl)-3-azabicyclo[4.1.0]heptan-7-yl)methyl)carbamate FC1=C(C=CC=C1)[C@]1([C@@H]2CCN(C[C@H]12)C=1N=C2C(=NC1)N(C=C2)C2=CC=NC1=CC=CC=C21)CNC(OCC2=CC=CC=C2)=O